O1CCN(CC1)CC1=CC=C(S1)C=1C=C2C(=CNC2=CC1)NC(CC)=O N-(5-(5-(morpholinomethyl)thiophen-2-yl)-1H-indol-3-yl)propionamide